(2-methoxyethyl)-N-(3-(6-(methylamino)imidazo[1,2-a]pyridin-3-yl)phenyl)piperidine-4-carboxamide COCCN1CCC(CC1)C(=O)NC1=CC(=CC=C1)C1=CN=C2N1C=C(C=C2)NC